C1(CC1)CN1CCC2(CCCN(C2)C2=C(C=CC(=C2C(F)(F)F)OC2=C(C(=CC=C2)F)F)\C=C(/F)\C2=CN=CC(=N2)C=2C=NSC2)CC1 (Z)-4-(6-(2-(2-(9-(Cyclopropylmethyl)-2,9-diazaspiro[5.5]undecan-2-yl)-4-(2,3-difluorophenoxy)-3-(trifluoromethyl)phenyl)-1-fluorovinyl)pyrazin-2-yl)isothiazole